ClC1=CC=C(C=C1)C1CCC(CC1)C(=O)NC1=NC=C(C=C1)O (1r,4r)-4-(4-chlorophenyl)-N-(5-hydroxy-pyridin-2-yl)-cyclohexane-1-carboxamide